NC1=CC(=CC(=C1)C(=O)O)N 1,3-diamino-5-carboxyl-benzene